2-((2-hydroxy-3-oxo-3-(2-(trifluoromethyl)-6,7-dihydropyrrolo[1,5-a:2,3-b']dipyrazin-8(9H)-yl)propoxy)methyl)azetidin OC(COCC1NCC1)C(N1CC=2N(CC1)C1=NC=C(N=C1C2)C(F)(F)F)=O